OC1(C(NC2=CC=CC=C12)=O)CC(C1=CC(=CC=C1)F)=O 3-hydroxy-3-(2-oxo-2-(3-fluorophenyl)ethyl)indol-2-one